CC1=NN=C2N1C(=NC(=C2C2=CC(=NC(=C2)C(F)(F)F)C)C2=CC=CC=C2)N 3-methyl-8-(2-methyl-6-(trifluoromethyl)pyridin-4-yl)-7-phenyl-[1,2,4]triazolo[4,3-c]pyrimidin-5-amine